(pentafluorophenyl)iron FC1=C(C(=C(C(=C1[Fe])F)F)F)F